[Cr].[Fe].[Ni].[C] carbon nickel-iron-chromium